2-(methylsulfanyl)-N-(pyridin-2-yl)pyrimidine-4-amide CSC1=NC=CC(=N1)C(=O)NC1=NC=CC=C1